N-(fluoro-2-methoxy-5-nitrophenyl)-4-(1-methylindol-3-yl)pyrimidin-2-amine FC=1C(=C(C=C(C1)[N+](=O)[O-])NC1=NC=CC(=N1)C1=CN(C2=CC=CC=C12)C)OC